N-[[5-[[rac-tetrahydrofuran-3-yl]methoxy]-1-[4-(trifluoromethyl)phenyl]indazol-3-yl]methyl]methanesulfonamide O1C[C@@H](CC1)COC=1C=C2C(=NN(C2=CC1)C1=CC=C(C=C1)C(F)(F)F)CNS(=O)(=O)C |r|